C(C)(=O)O[C@H]([C@@H](COC(C)=O)OC(C)=O)[C@@H]1O[C@]2(O[C@H]2[C@@H]([C@H]1NC(=O)OC(C)(C)C)N=[N+]=[N-])C(=O)OC (1S,2R)-1-((1S,3R,4R,5R,6S)-5-azido-4-((tert-butoxycarbonyl)amino)-1-(methoxycarbonyl)-2,7-dioxabicyclo[4.1.0]heptan-3-yl)propane-1,2,3-triyl triacetate